C1(=CC=CC=C1)C=1N=C(NC1C1=CC=CC=C1)S 4,5-diphenyl-1H-imidazole-2-thiol